CC1=C(C(=O)P(C(C2=C(C(=C(C=C2)C)C)C)=O)(C(C2=C(C=C(C=C2C)C)C)=O)=O)C(=CC(=C1)C)C bis(2,4,6-trimethylbenzoyl)-Trimethylbenzoylphosphine oxide